Bis(3-(((S)-1-amino-1-oxo-3-phenylpropan-2-yl)amino)-2-benzyl-3-oxopropyl)phosphinic acid NC([C@H](CC1=CC=CC=C1)NC(C(CP(O)(=O)CC(C(N[C@H](C(N)=O)CC1=CC=CC=C1)=O)CC1=CC=CC=C1)CC1=CC=CC=C1)=O)=O